O1CC(C1)C1=CC=2C(C3=CC=CC=C3OC2C=C1)NC(=O)C=1C(NC(=CC1)C(F)(F)F)=O N-(2-(oxetan-3-yl)-9H-xanthen-9-yl)-2-oxo-6-(trifluoromethyl)-1,2-dihydropyridine-3-carboxamide